C(OCC1=CC=CC=C1)(OC1=CC2=CC=CC=C2C(=C1)C1=CC2=C(N=N1)C(=NC(N2)=O)N2C[C@@]1(CC[C@H](C2)N1)C)=O benzyl (4-(8-((1S,5R)-1-methyl-3,8-diazabicyclo[3.2.1]octan-3-yl)-6-oxo-5,6-dihydropyrimido[5,4-c]pyridazin-3-yl)naphthalen-2-yl) carbonate